(E)-rac-(5s,7s)-3-(7-fluoro-5-phenyl-6,7-dihydro-5H-pyrrolo[1,2-b][1,2,4]triazol-2-yl)prop-2-enenitrile F[C@H]1C[C@H](N2N=C(N=C21)/C=C/C#N)C2=CC=CC=C2 |r|